(1R)-1-(2-(azidomethyl)-5-fluoro-2,3-dihydrobenzofuran-7-yl)ethan-1-amine N(=[N+]=[N-])CC1OC2=C(C1)C=C(C=C2[C@@H](C)N)F